C(C)(=O)C1=CC=C(OC(C(=O)O)(C)C)C=C1 2-(4-acetylphenoxy)-2-methylpropanoic acid